6-(2-(4-Fluoro-3-methylphenyl)pyridin-3-yl)-N-(tetrahydro-2H-pyran-4-yl)imidazo[1,2-a]pyridine-3-carboxamide FC1=C(C=C(C=C1)C1=NC=CC=C1C=1C=CC=2N(C1)C(=CN2)C(=O)NC2CCOCC2)C